2,4-difluoro-1-iodo-benzene FC1=C(C=CC(=C1)F)I